ethyl (S)-3-hydroxy-4-chlorobutyrate O[C@@H](CC(=O)OCC)CCl